(2-fluoroethyl) (2,2-difluoroethyl) sulfite S(=O)(OCCF)OCC(F)F